FC=1C=C(C=CC1OC)N1C(=NC2=C(C=C(C=C2C1=O)C#N)C=1C=NC(=CC1)C)[C@H]1NC[C@H](C1)C(F)(F)F |r| cis-(±)-3-(3-fluoro-4-methoxyphenyl)-8-(6-methylpyridin-3-yl)-4-oxo-2-((2S,4S)-4-(trifluoromethyl)pyrrolidin-2-yl)-3,4-dihydroquinazoline-6-carbonitrile